C(C)C1CN(C2=CC=CC=3C=C(N1C32)C=3N(C2=C(N3)C(=CC(=C2)C=O)F)CC#C)CCCO [2-[11-ethyl-9-(3-hydroxypropyl)-1,9-diazatricyclo[6.3.1.04,12]dodeca-2,4(12),5,7-tetraen-2-yl]-7-fluoro-3-prop-2-ynyl-benzimidazol-5-yl]methanone